4-amino-N-methylpicolinamide NC1=CC(=NC=C1)C(=O)NC